N-((2S,3S,4R)-3,4-dihydroxy-1-(((2S,3R,4S,5R,6R)-3,4,5-trihydroxy-6-(hydroxymethyl)tetrahydro-2H-pyran-2-yl)oxy)octadecan-2-yl)-9-((tetrahydro-2H-pyran-4-yl)methoxy)nonanamide O[C@@H]([C@H](CO[C@H]1O[C@@H]([C@@H]([C@@H]([C@H]1O)O)O)CO)NC(CCCCCCCCOCC1CCOCC1)=O)[C@@H](CCCCCCCCCCCCCC)O